5-(piperidin-1-yl)-4-(1-(2,2,2-trifluoroethyl)-1H-indazole-3-carboxamido)picolinic acid N1(CCCCC1)C=1C(=CC(=NC1)C(=O)O)NC(=O)C1=NN(C2=CC=CC=C12)CC(F)(F)F